C1(=CC=CC=C1)C(CNC(C(F)(F)F)=O)(C)C1=CC=CC=C1 (2,2-diphenyl-propyl)-2,2,2-trifluoroacetamide